C1(CC1)C(O)C1CC2(C1)CCC2 cyclopropyl(spiro[3.3]heptan-2-yl)methanol